[Cl-].[NH2+]1CCC(CC1)C1(CC1)NC(C)=O N-(1-piperidin-1-ium-4-ylcyclopropyl)acetamide chloride